FC=1C=C(C=NC1)OC1=CC=C(C=C1)C1CN(C1)C(=O)N1C[C@@H]2[C@@H](OCC(N2)=O)CC1 (4aR,8aS)-6-[3-[4-[(5-fluoro-3-pyridinyl)oxy]phenyl]azetidine-1-carbonyl]-4,4a,5,7,8,8a-hexahydropyrido[4,3-b][1,4]oxazin-3-one